2,2-bis[3-(4-Aminophenoxy)phenyl]-1,1,1,3,3,3-hexafluoropropane NC1=CC=C(OC=2C=C(C=CC2)C(C(F)(F)F)(C(F)(F)F)C2=CC(=CC=C2)OC2=CC=C(C=C2)N)C=C1